propyldimethylcetylstearyl-ammonium C(CC)[N+](CCCCCCCCCCCCCCCCCCCCCCCCCCCCCCCCCC)(C)C